N[C@H](C(=O)N1CCC(CC1)C(F)(F)F)[C@@H](C)OCC1CCOCC1 (2S,3R)-2-amino-3-((tetrahydro-2H-pyran-4-yl)methoxy)-1-(4-(trifluoromethyl)piperidin-1-yl)butan-1-one